FC1=CC=C(C(=N1)C)OC1=C(C(=O)NC2=CC(=CC=C2)[S@@](=O)(=NC([C@H](C)O)=O)C)C=CC(=C1)C(F)(F)F 2-((6-fluoro-2-methylpyridin-3-yl)oxy)-N-(3-((R)-N-((S)-2-hydroxypropanoyl)-S-methylsulfonimidoyl)phenyl)-4-(trifluoromethyl)benzamide